C(C)C1(COC1)CCC[Si](C)(C)OC 2-[(3-ethyloxetan-3-yl)methyl]Ethyl-methoxy-dimethylsilane